3-(tert-butyldimethylsilyloxy)propylmagnesium bromide [Si](C)(C)(C(C)(C)C)OCCC[Mg]Br